ClC=1C(=NN2C1C(NC[C@H]2C)=O)C2=C1C(=NC=C2)C=CS1 (7R)-3-chloro-7-methyl-2-[thieno[3,2-b]pyridin-7-yl]-5H,6H,7H-pyrazolo[1,5-a]pyrazin-4-one